3-(3-(4-((pyrimidin-5-yloxy)methyl)phenoxy)azetidin-1-yl)-2-(1H-pyrrol-1-yl)benzoic acid N1=CN=CC(=C1)OCC1=CC=C(OC2CN(C2)C=2C(=C(C(=O)O)C=CC2)N2C=CC=C2)C=C1